C1(=CC=CC=C1)C(C1C(O1)C1=CC=C(C=C1)C)=O 1-phenyl-3-(4-methyl-phenyl)-2,3-epoxy-1-propanone